2-(3,6-diazabicyclo[3.1.1]heptan-3-yl)-N-(2-hydroxyethyl)-N-methyl-7-(thiazol-2-yl)-benzo[d]oxazole-4-sulfonamide C12CN(CC(N1)C2)C=2OC=1C(N2)=C(C=CC1C=1SC=CN1)S(=O)(=O)N(C)CCO